5-[[(2R)-2-[4-(2-chloro-4-fluoro-phenyl)-2-oxo-chromen-7-yl]oxypropionyl]amino]pyridine-3-carboxylic acid ClC1=C(C=CC(=C1)F)C1=CC(OC2=CC(=CC=C12)O[C@@H](C(=O)NC=1C=C(C=NC1)C(=O)O)C)=O